(R)-1-(4-Cyclopropylthiazol-2-yl)ethan-1-amine hydrochloride Cl.C1(CC1)C=1N=C(SC1)[C@@H](C)N